furfurylidenesorbitol C(C1=CC=CO1)=C(O)[C@H](O)[C@@H](O)[C@H](O)[C@H](O)CO